1-(4-(4-((1R,5S)-3-oxa-8-azabicyclo[3.2.1]octan-8-yl)-6-(3-oxa-8-azabicyclo[3.2.1]octan-8-yl)-1,3,5-triazin-2-yl)phenyl)-3-(3-ethyl-1-oxo-1,3-dihydroisobenzofuran-5-yl)urea [C@H]12COC[C@H](CC1)N2C2=NC(=NC(=N2)N2C1COCC2CC1)C1=CC=C(C=C1)NC(=O)NC=1C=C2C(OC(C2=CC1)=O)CC